8-methyl-4-(p-tolylsulfonyl)-2-(trifluoromethyl)-2,3-dihydro-1,4-benzoxazine CC1=CC=CC=2N(CC(OC21)C(F)(F)F)S(=O)(=O)C2=CC=C(C=C2)C